C1=NN=C(S1)N aminothiadiazole